C1(CC1)C1=CC=2C(=NC=CC2CN2C(N(C(C2(C)C)=O)C2=CC=C(C=C2)SC(F)(F)F)=O)N1 1-((2-cyclopropyl-1H-pyrrolo[2,3-b]pyridin-4-yl)methyl)-5,5-dimethyl-3-(4-((trifluoromethyl)thio)phenyl)imidazolidine-2,4-dione